tert-butyl 4-amino-2-oxo-3',6'-dihydro-2H-[1,4'-bipyridine]-1'(2'H)-carboxylate NC1=CC(N(C=C1)C=1CCN(CC1)C(=O)OC(C)(C)C)=O